ClC1=CC2=C(C=N1)C=C(N2C)C2=NC=NC(=C2)Cl 6-chloro-2-(6-chloropyrimidin-4-yl)-1-methyl-1H-pyrrolo[3,2-c]Pyridine